(3,5-dichloro-6-(thiazol-4-ylmethoxy)-1H-indol-2-yl)methanamine hydrochloride Cl.ClC1=C(NC2=CC(=C(C=C12)Cl)OCC=1N=CSC1)CN